C(#N)C=1C=C(C=CC1)C=1C=C2C(=CN(C2=CC1)CC(=O)N1[C@@H]2CC[C@H]([C@H]1C(NC1=NC(=CC=C1)C)=O)C2)C(=O)N 5-(3-cyanophenyl)-1-(2-((1R,3S,4S)-3-((6-methylpyridin-2-yl)carbamoyl)-2-azabicyclo[2.2.1]heptan-2-yl)-2-oxoethyl)-1H-indole-3-carboxamide